3-(3-fluoro-4-hydroxyphenyl)-4-methyl-2-(4-((S)-2-((R)-3-methylpyrrolidin-1-yl)propoxy)phenyl)-2H-benzopyran-6-ol FC=1C=C(C=CC1O)C=1C(OC2=C(C1C)C=C(C=C2)O)C2=CC=C(C=C2)OC[C@H](C)N2C[C@@H](CC2)C